diethyl 2-[2-(1,3-dioxoisoindolin-2-yl)ethyl]-2-ethyl-propanedioate O=C1N(C(C2=CC=CC=C12)=O)CCC(C(=O)OCC)(C(=O)OCC)CC